N-(5-(3-cyclopropyl-1-((-)-1,1-dimethylethylsulfinamido)-1-(pyridin-3-yl)propyl)-2-fluorophenyl)-1-(3-(N-hydroxycarbamimidoyl)phenyl)-3-(trifluoromethyl)-1H-pyrazole-5-carboxamide C1(CC1)CCC(C=1C=NC=CC1)(NS(=O)C(C)(C)C)C=1C=CC(=C(C1)NC(=O)C1=CC(=NN1C1=CC(=CC=C1)C(NO)=N)C(F)(F)F)F